C(=C)N1C(C=2C(C1=O)=CC=CC2)=O N-Vinyl-phthalimide